2-(((4-chlorophenyl)ethynyl)-5-methylphenyl)-4-methylbenzenesulfonamide ClC1=CC=C(C=C1)C#CC1=C(C=C(C=C1)C)C1=C(C=CC(=C1)C)S(=O)(=O)N